FC=1C=C(C(=O)OC)C=CC1[C@H](C)NC(=O)C1=C2N(N=C1C(F)(F)F)CCN2CC2=CC(=CC=C2)C(F)(F)F Methyl (S)-3-fluoro-4-(1-(6-(trifluoromethyl)-1-(3-(trifluoromethyl)benzyl)-2,3-dihydro-1H-imidazo[1,2-b]pyrazole-7-carboxamido)ethyl)benzoate